C(#N)C=1C=C(C(=NC1OCC1=C(C=CC(=C1)C(F)(F)F)F)C(F)(F)F)C(=O)OCC ethyl 5-cyano-6-[[2-fluoro-5-(trifluoromethyl)phenyl]methoxy]-2-(trifluoromethyl)-pyridine-3-carboxylate